FC=1C=C(C=C(C1CN1CCOCC1)F)C=1C=CC=C2N=CC(=NC12)C=1C=NN(C1)C1CCN(CC1)C(=O)NCCCCOC=1C=C2CN(C(C2=CC1)=O)C1C(NC(CC1)=O)=O 4-(4-(8-(3,5-difluoro-4-(morpholinomethyl)phenyl)quinoxalin-2-yl)-1H-pyrazol-1-yl)-N-(4-((2-(2,6-dioxopiperidin-3-yl)-1-oxoisoindol-5-yl)oxy)butyl)piperidine-1-carboxamide